2-methoxy-2-methyl-tetrahydrofuran COC1(OCCC1)C